3-(3-methyl-4-{3-[3-(methylamino)propoxy]cyclobutyl}-2-oxo-1,3-benzodiazol-1-yl)piperidine-2,6-dione trifluoroacetate FC(C(=O)O)(F)F.CN1C(N(C2=C1C(=CC=C2)C2CC(C2)OCCCNC)C2C(NC(CC2)=O)=O)=O